O=C(CCCC)O oxopentanol